1'-(2-{[1-(3-hydroxy-3-methylcyclobutyl)-7-(trifluoromethyl)-1H-1,2,3-benzotriazol-5-yl]oxy}ethyl)-2-oxo-1,2-dihydrospiro[indole-3,4'-piperidine]-5-carbonitrile OC1(CC(C1)N1N=NC2=C1C(=CC(=C2)OCCN2CCC1(CC2)C(NC2=CC=C(C=C21)C#N)=O)C(F)(F)F)C